(R)-(1,4-dimethyl-1H-pyrazol-3-yl)(1-methylcyclopentyl)methanamine L-pyroglutamic acid salt N1[C@@H](CCC1=O)C(=O)O.CN1N=C(C(=C1)C)[C@H](N)C1(CCCC1)C